C12C(C(C(C=C1)C2)C(=O)O)C(=O)O 5-norcamphene-2,3-dicarboxylic acid